3-(2-(tert-butoxy)-2-oxoethyl)-4-(4-((tert-butyldimethylsilyl)oxy)-2-methylbutan-2-yl)-5-((diisopropyloxyphosphoryl)oxy)benzoic acid C(C)(C)(C)OC(CC=1C=C(C(=O)O)C=C(C1C(C)(CCO[Si](C)(C)C(C)(C)C)C)OP(=O)(OC(C)C)OC(C)C)=O